[SiH3]O[Al] silyloxylaluminum